(4-(3-hydroxyoxetan-3-yl)phenyl)(4-((4-(trifluoromethyl)benzyl)amino)piperidin-1-yl)methanone OC1(COC1)C1=CC=C(C=C1)C(=O)N1CCC(CC1)NCC1=CC=C(C=C1)C(F)(F)F